FC=1C=C(CN2C[C@H](N(C(C2)=O)C2CC3(C2)CCN(CC3)C(=O)OC(C)(C)C)C3=C(C=CC=C3)C(C)C)C=CC1F |o1:7| tert-butyl (R or S)-2-(4-(3,4-difluorobenzyl)-2-(2-isopropylphenyl)-6-oxopiperazin-1-yl)-7-azaspiro[3.5]nonane-7-carboxylate